5-(imidazo[1,2-b]pyridazin-6-yl)-N-(2-isopropoxyethyl)pyrrolo[2,1-f][1,2,4]triazin-2-amine N=1C=CN2N=C(C=CC21)C=2C=CN1N=C(N=CC12)NCCOC(C)C